CC(=O)N[C@@H]1[C@@H]([C@H](O[C@@H]([C@H]1O)C(=O)[O-])OP(=O)([O-])OP(=O)([O-])OC[C@@H]2[C@H]([C@H]([C@@H](O2)N3C=CC(=O)NC3=O)O)O)NC(=O)C The molecule is trianion of UDP-2,3-diacetamido-2,3-dideoxy-alpha-D-mannuronic acid arising from deprotonation of carboxylic acid and diphosphate functions. It is a conjugate base of an UDP-2,3-diacetamido-2,3-dideoxy-alpha-D-mannuronic acid.